BrC1=CC=C2C=C(N(C2=C1)C1CCC1)C1=CC=C(C=C1)NC(OC(C)(C)C)=O tert-butyl (4-(6-bromo-1-cyclobutyl-1H-indol-2-yl)phenyl)carbamate